5-chloro-6-(4-methoxytriazol-2-yl)pyridin-3-amine ClC=1C=C(C=NC1N1N=CC(=N1)OC)N